Ethyl 2-(Piperidin-4-ylidene)propionate N1CCC(CC1)=C(C(=O)OCC)C